Cl.S1(CC=CC=C1)(=O)=O 2H-thiopyran 1,1-dioxide hydrochloride